[K+].C(=O)(O)CCC[C@H](C(=O)[O-])C(F)F |r| 5-carboxyl-2(R,S)-difluoromethylvalerate potassium salt